Cl.C(C)OC(=O)N1CC2(CC(C2)N2CCC(CC2)C2=CC=NN2C)CC1 2-[4-(1-methyl-1H-pyrazol-5-yl)piperidin-1-yl]-6-azaspiro[3.4]octane-6-carboxylic acid ethyl ester hydrochloride